(2S,4S)-1-tert-butoxycarbonyl-4-hydroxy-pyrrolidine-2-carboxylic acid C(C)(C)(C)OC(=O)N1[C@@H](C[C@@H](C1)O)C(=O)O